N[C@@H]1[C@@H](CN(CC1)C(=O)OC(C)(C)C)O tert-butyl (3R,4S)-4-amino-3-hydroxypiperidine-1-carboxylate